C1(=C(C=CC=C1)N(C1=CC2=C(C=C1)C1=CC=CC=C1C21CC(C2=C(C=CC(=C12)C)C)(C)C)C1=CC=2C(C3=CC=CC=C3C2C=C1)(C)C)C1=CC=CC=C1 N-([1,1'-biphenyl]-2-yl)-N-(9,9-dimethyl-9H-fluoren-2-yl)-3',3',4',7'-tetramethyl-2',3'-dihydro-spiro-[fluoren-9,1'-inden]-2-amine